C1(CC1)C=1C=C(C=NC1)B(O)O 5-CYCLOPROPYLPYRIDIN-3-YLBORONIC ACID